C1(CC1)C[C@@H](C(=O)OCC1=CC(=CC=C1)C)NC(C[C@H]1N(C(CC1)=O)CC1=C(C(=CC(=C1)F)F)F)=O 3-Methylbenzyl (S)-3-cyclopropyl-2-(2-((S)-5-oxo-1-(2,3,5-trifluorobenzyl)pyrrolidin-2-yl)acetamido)propanoate